methylsilanol-mannitol C([C@@H](O)[C@@H](O)[C@H](O)[C@H](O)CO)O.C[SiH2]O